2',7'-dichloro-10,10-diphenyl-10H-spiro[anthracene-9,9'-fluorene] ClC1=CC=2C3(C4=CC(=CC=C4C2C=C1)Cl)C1=CC=CC=C1C(C=1C=CC=CC13)(C1=CC=CC=C1)C1=CC=CC=C1